CN1N=CC\2=C1CC1(CCN(CC1)C(=O)OC(C)(C)C)/C2=N/[S@](=O)C(C)(C)C tert-butyl (4Z)-1-methyl-4-{[(R)-2-methylpropane-2-sulfinyl]imino}-4,6-dihydro-1H-spiro[cyclopenta[c]pyrazole-5,4'-piperidine]-1'-carboxylate